BrC1=C(C(=C2C(OC3=C2C(=C(C(=C3)[2H])[2H])[2H])=C1[2H])[2H])[2H] 3-bromodibenzo[b,d]Furan-1,2,4,7,8,9-d6